NC1=NC(N(C=C1)[C@@H]1O[C@@]([C@H](C1)O)(CO)CC)=O 4-amino-1-[(2R,4S,5R)-5-ethyl-4-hydroxy-5-(hydroxymethyl)oxolan-2-yl]pyrimidin-2-one